2-((4,6-dimethylpyridin-2-yl)amino)-N-(2-(7-fluoro-2-methyl-1H-indol-3-yl)ethyl)pyrimidine-5-carboxamide CC1=CC(=NC(=C1)C)NC1=NC=C(C=N1)C(=O)NCCC1=C(NC2=C(C=CC=C12)F)C